C(=CCC)C1C(=O)OC(C1)=O 2-buten-1-ylsuccinic acid anhydride